FC=1C=NC(=NC1)N1CCC(CC1)OC[C@H]1[C@]2(COCC(N2)=O)CCCN1C(=O)[C@@H]1C[C@@H](C1)F |o1:15,16| rel-(6S,7R)-7-({[1-(5-fluoropyrimidin-2-yl)piperidin-4-yl]oxy}methyl)-8-[(CIS)-3-fluorocyclobutanecarbonyl]-4-oxa-1,8-diazaspiro[5.5]undecan-2-one